2-[4-[(3S)-3-(6-Cyanopyridazin-4-yl)isoxazolidine-2-carbonyl]-1-piperidyl]-5-fluoro-pyrimidine-4-carboxamide C(#N)C1=CC(=CN=N1)[C@H]1N(OCC1)C(=O)C1CCN(CC1)C1=NC=C(C(=N1)C(=O)N)F